COC1=CC=C(CN=C=NCCN(C=2C3=C(N=C(N2)OC[C@H]2N(CCC2)C)CN(CC3)C3=CC=CC2=CC=CC(=C32)C)C)C=C1 N-(2-((((4-methoxybenzyl)imino)methylene)amino)ethyl)-N-methyl-7-(8-methylnaphthalen-1-yl)-2-(((S)-1-methylpyrrolidin-2-yl)methoxy)-5,6,7,8-tetrahydropyrido[3,4-d]pyrimidin-4-amine